IC1=CC=C(C=C1)C1N(CC1)S(=O)(=O)C1=CC=C(C)C=C1 2-(4-iodophenyl)-N-p-toluenesulfonyl-azetidine